CN(CCCNCCCN)C 3-(3-(Dimethylamino)propyl-amino)propylamine